Cl.C1N(CC12CCNCC2)C2=NC=NC=C2OC2=C(C(=O)N(C(C)C)CCC#N)C=C(C=C2)F 2-((4-(2,7-diazaspiro[3.5]nonan-2-yl)pyrimidin-5-yl)oxy)-N-(2-cyanoethyl)-5-fluoro-N-isopropylbenzamide hydrochloride